FC1(CN(C1)C(=O)C1=CC=C(C=C1)C1=CC=C(C=C1)C(C)(C)NC(OC1CCN2CCC1CC2)=O)F 1-Aza-bicyclo[3.2.2]nonan-4-yl 2-(4'-(3,3-difluoroazetidine-1-carbonyl)biphenyl-4-yl)propan-2-ylcarbamate